NC1=CC=C(C=C1)S(=O)CCCCCCCN(C(OC(C)(C)C)=O)C(=O)OC(C)(C)C tert-butyl (7-((4-aminophenyl)sulfinyl)heptyl)(tert-butoxycarbonyl)carbamate